(1R,2S,5S)-N-[(5-chloro-4-isoquinolyl)-cyano-methyl]-3-[(2S)-3,3-dimethyl-2-[[5-(trifluoromethyl)pyrazin-2-yl]amino]butanoyl]-6,6-dimethyl-3-azabicyclo[3.1.0]hexane-2-carboxamide ClC1=C2C(=CN=CC2=CC=C1)C(NC(=O)[C@@H]1[C@H]2C([C@H]2CN1C([C@H](C(C)(C)C)NC1=NC=C(N=C1)C(F)(F)F)=O)(C)C)C#N